N-(2-(1-acetyl-1H-indol-3-yl)ethyl)-5-chloropyridine-carboxamide C(C)(=O)N1C=C(C2=CC=CC=C12)CCNC(=O)C1=NC=C(C=C1)Cl